CC1=CC=2N(C=C1C1CCN(CC1)S(=O)(=O)C=1C=CC3=C(C(CO3)C)C1)N=CN2 7-methyl-6-(1-((3-methyl-2,3-dihydrobenzofuran-5-yl)sulfonyl)piperidin-4-yl)-[1,2,4]triazolo[1,5-a]pyridine